tert-butyl 6-(2,6-dimethylpyridin-4-yl)-2-(6-fluoropyridin-3-yl)-3-methyl-1H-indole-1-carboxylate CC1=NC(=CC(=C1)C1=CC=C2C(=C(N(C2=C1)C(=O)OC(C)(C)C)C=1C=NC(=CC1)F)C)C